2-(2,6-dioxo-3-piperidinyl)-4-[3-(methylamino)propylamino]Isoindoline-1,3-dione O=C1NC(CCC1N1C(C2=CC=CC(=C2C1=O)NCCCNC)=O)=O